O1C(=CC=C1)OCC(CCCC)ON=C(C(C(C)C)C)C=1C(CC(CC1O)C1CSCCC1)=O {1-[1-(furan-2-oxymethyl)-pentoxyimino]-2,3-dimethylbutyl}-3-hydroxy-5-(tetrahydrothiopyran-3-yl)-cyclohex-2-enone